N-((2S,3S)-2-((2-fluorobiphenyl-3-yl)methyl)-1-(2-hydroxy-2-methylpropanoyl)pyrrolidin-3-yl)methanesulfonamide FC1=C(C=CC=C1C[C@@H]1N(CC[C@@H]1NS(=O)(=O)C)C(C(C)(C)O)=O)C1=CC=CC=C1